4-(2-(4-chlorophenyl)propan-2-yl)thiazol-2-amine ClC1=CC=C(C=C1)C(C)(C)C=1N=C(SC1)N